C1(CCCCC1)OC(CCC(CCC(=O)OC1CCCCC1)=O)=O dicyclohexyl-4-oxo-pimelate